2-(2-methoxypyrimidin-5-yl)-5-((Trifluoromethyl)thio)benzaldehyde COC1=NC=C(C=N1)C1=C(C=O)C=C(C=C1)SC(F)(F)F